tert-butyl 3-[2-[3-(5-azaspiro[2.3]hexan-5-yl)azetidin-1-yl]-7-bromo-8-fluoro-6-(trifluoromethyl)quinazolin-4-yl]-3,8-diazabicyclo[3.2.1]octane-8-carboxylate C1CC12CN(C2)C2CN(C2)C2=NC1=C(C(=C(C=C1C(=N2)N2CC1CCC(C2)N1C(=O)OC(C)(C)C)C(F)(F)F)Br)F